OC1=C(OP(O)(O)=O)C=C(C=C1)C=1OC2=CC(=CC(=C2C(C1O)=O)O)O 2-hydroxy-5-(3,5,7-trihydroxy-4-oxochromen-2-yl)phenoxyphosphonic acid